4-[3-(1,4-dimethylpyrazol-3-yl)-7,8-dihydro-5H-1,6-naphthyridin-6-yl]-6-fluoro-2-(trifluoromethyl)quinazoline CN1N=C(C(=C1)C)C=1C=NC=2CCN(CC2C1)C1=NC(=NC2=CC=C(C=C12)F)C(F)(F)F